(S)-4-(4-((4-(((2-(2,6-dioxopiperidin-3-yl)-1-oxoisoindolin-4-yl)oxy)methyl)-2,5-difluorophenyl)thio)piperidin-1-yl)-3-fluorobenzonitrile O=C1NC(CC[C@@H]1N1C(C2=CC=CC(=C2C1)OCC1=CC(=C(C=C1F)SC1CCN(CC1)C1=C(C=C(C#N)C=C1)F)F)=O)=O